2-(2'-ethyl-4'-((4-((methylsulfonyl)methyl)piperidin-1-yl)methyl)-[1,1'-biphenyl]-4-yl)-1,1,1,3,3,3-hexafluoropropan-2-ol C(C)C1=C(C=CC(=C1)CN1CCC(CC1)CS(=O)(=O)C)C1=CC=C(C=C1)C(C(F)(F)F)(C(F)(F)F)O